The molecule is a bile acid that is 5beta-cholan-24-oic acid substituted by hydroxy groups at positions 3 and 12 respectively. It has a role as a human blood serum metabolite. It is a bile acid, a dihydroxy-5beta-cholanic acid and a C24-steroid. It is a conjugate acid of a deoxycholate. C[C@H](CCC(=O)O)[C@H]1CC[C@@H]2[C@@]1([C@H](C[C@H]3[C@H]2CC[C@H]4[C@@]3(CC[C@H](C4)O)C)O)C